C(C)(=O)N1CC(C1)C(=O)NC1=C(C=CC=C1)[C@@H](C1=CC=C(C=C1)C(C)C)NC(=O)C1CC1 (R)-1-acetyl-N-(2-(cyclopropanecarboxamido(4-isopropylphenyl)methyl)phenyl)azetidine-3-carboxamide